3-pentyloctyl 8-((3-(((Z)-(cyanoimino)(phenoxy)methyl)amino)propyl)((8-oxo-8-((3-pentyloctyl)oxy)octyl))amino)octanoate C(#N)\N=C(/OC1=CC=CC=C1)\NCCCN(CCCCCCCC(=O)OCCC(CCCCC)CCCCC)CCCCCCCC(OCCC(CCCCC)CCCCC)=O